C(CCC#N)#N.F[P-](F)(F)(F)(F)F.[K+] potassium hexafluorophosphate-succinonitrile